ethyl 2-[3-bromo-1-[(1S)-1-(4-chlorophenyl)ethyl]-5-oxo-1,2,4-triazol-4-yl]acetate BrC1=NN(C(N1CC(=O)OCC)=O)[C@@H](C)C1=CC=C(C=C1)Cl